CCCCC(CC)O Heptan-5-ol